4-(8-(5-cyclopropyl-2-ethoxy-4-(5-fluoropyridin-2-yl)benzyl)-2-oxo-1-oxa-3,8-diazaspiro[4.5]decan-3-yl)-N,N-bis(4-methoxybenzyl)benzenesulfonamide C1(CC1)C=1C(=CC(=C(CN2CCC3(CN(C(O3)=O)C3=CC=C(C=C3)S(=O)(=O)N(CC3=CC=C(C=C3)OC)CC3=CC=C(C=C3)OC)CC2)C1)OCC)C1=NC=C(C=C1)F